COC=1C=C2C=CC(=CC2=CC1)[C@@H](C(=O)OC1=CC=2C(=C3C(=NC2C=C1)C1=CC2=C(C(N1C3)=O)COC([C@]2(O)CC)=O)CC)C (S)-4,11-diethyl-4-hydroxy-3,14-dioxo-3,4,12,14-tetrahydro-1H-pyrano[3',4':6,7]indolizino[1,2-b]quinolin-9-yl (S)-2-(6-methoxynaphthalen-2-yl)propanoate